(R)-8-(2-((4-amino-5-methoxypentyl)oxy)-6-chlorobenzyl)pyrazolo[1,5-a][1,3,5]triazin-4-amine N[C@H](CCCOC1=C(CC=2C=NN3C2N=CN=C3N)C(=CC=C1)Cl)COC